NC1=CC(=C2NC(CCCCCCC(C3=NN=C(C1=N2)O3)(C(F)(F)F)O)=O)C(F)(F)F 18-amino-6-hydroxy-6,16-bis(trifluoromethyl)-20-oxa-3,4,14,19-tetrazatricyclo[13.3.1.12,5]icosa-1(19),2,4,15,17-pentaen-13-one